N-[4-(2,5-difluorophenyl)-2-(5,5-difluorotetrahydropyran-2-yl)-3-pyridinyl]-2-isopropyl-pyrimidine-5-carboxamide FC1=C(C=C(C=C1)F)C1=C(C(=NC=C1)C1OCC(CC1)(F)F)NC(=O)C=1C=NC(=NC1)C(C)C